CC(=O)N[C@@H]1[C@H](C=C(O[C@H]1[C@@H]([C@@H](CO)O)O)C(=O)O)O 2-deoxy-2,3-dehydro-N-acetylneuraminic acid